C(C)(C)(C)C=1OC=C(N1)C(=O)N[C@H]1CCCCC2=C1C=CC(=C2)C2=CC(=NC=C2)NC(=O)C2CC2 (S)-2-(tert-butyl)-N-(2-(2-(cyclopropanecarboxamido)pyridin-4-yl)-6,7,8,9-tetrahydro-5H-benzo[7]annulen-5-yl)oxazole-4-carboxamide